methyl 3-chloro-5-methyl-6-(trifluoromethyl)pyridazine-4-carboxylate ClC=1N=NC(=C(C1C(=O)OC)C)C(F)(F)F